5-[4,4-dimethyl-5-oxo-3-[(2-oxotetrahydrofuran-3-yl)methyl]-2-thioxo-imidazolidin-1-yl]-3-methylthio-pyridine-2-carbonitrile CC1(N(C(N(C1=O)C=1C=C(C(=NC1)C#N)SC)=S)CC1C(OCC1)=O)C